CC1=C(C=C(C=C1)C1CC(=NO1)N1N=CN=C1)OC1=CC(=CC=C1)C(F)(F)F 5-[4-Methyl-3-[3-(trifluoromethyl)phenoxy]phenyl]-3-(1,2,4-triazol-1-yl)-4,5-dihydroisoxazole